[Si](C)(C)(C(C)(C)C)OC[C@](CCCC)(C)NC1=NC=NC2=C1N=C(N=C2)NCC2=C(C=C(C=C2)OC)OC (R)-N8-(1-((tert-butyldimethylsilyl)oxy)-2-methylhex-2-yl)-N2-(2,4-dimethoxybenzyl)pyrimido[5,4-d]pyrimidine-2,8-diamine